ClC=1C=CC(=C(C1)C1=CC2=C(OCCN2C2=C3C(=NC=C2)NC=C3)C=N1)F 7-(5-chloro-2-fluorophenyl)-1-(1H-pyrrolo[2,3-b]pyridin-4-yl)-2,3-dihydro-1H-pyrido[3,4-b][1,4]oxazine